tert-butyl 7-{2-[4-(4-chlorophenyl)-5-[2-(difluoromethyl)pyridin-4-yl]-1H-imidazol-1-yl]acetyl}-2,7-diazaspiro[3.5]nonane-2-carboxylate ClC1=CC=C(C=C1)C=1N=CN(C1C1=CC(=NC=C1)C(F)F)CC(=O)N1CCC2(CN(C2)C(=O)OC(C)(C)C)CC1